1-(azetidin-3-yl)-4-methyl-piperazine dihydrochloride Cl.Cl.N1CC(C1)N1CCN(CC1)C